N6-(1-naphthyl)-4-(trifluoromethyl)-1H-pyrazolo[3,4-b]pyridine-3,6-diamine C1(=CC=CC2=CC=CC=C12)NC1=CC(=C2C(=N1)NN=C2N)C(F)(F)F